C(CCCCCCCCCCC)OC=1C=C(CN2C(C3=CC=CC=C3C2=O)=O)C=C(C1)OCCCCCCCCCCCC 2-(3,5-bis(dodecyloxy)benzyl)isoindoline-1,3-dione